2-Bromo-4-methoxy-5-nitrophenol BrC1=C(C=C(C(=C1)OC)[N+](=O)[O-])O